[Dy].[Ca].[Ag].[Nd].[Mg] magnesium neodymium silver calcium dysprosium